C(C=1C(C(=O)OCC(CCCC)CC)=CC(C(=O)OCC(CCCC)CC)=CC1)(=O)OCC(CCCC)CC tri-(2-EthylHexyl) Trimellitat